NC1C(N(C=2N(CC1)N=C1C2CS(C1)(=O)=O)C)=O 3-amino-1-methyl-1,4,5,10-tetrahydro-8H-thieno[3',4':3,4]pyrazolo[1,5-a][1,3]diazepin-2(3H)-one 9,9-dioxide